2,4-bis(4-aminophenyl)cyclobutane Ethyl-{(3S)-1-[trans-4-(5-chloropyridin-2-yl)-4-cyanocyclohexyl]pyrrolidin-3-yl}carbamate C(C)N(C(O)=O)[C@@H]1CN(CC1)C1CCC(CC1)(C#N)C1=NC=C(C=C1)Cl.NC1=CC=C(C=C1)C1CC(C1)C1=CC=C(C=C1)N